6'-CHLORO-4',4'-DIFLUORO-3',4,4',5-TETRAHYDRO-2H,2'H-SPIRO[BENZO[B][1,4]OXAZEPINE-3,1'-NAPHTHALENE]-7-CARBOXYLATE ClC=1C=C2C(CCC3(C2=CC1)CNC1=C(OC3)C=CC(=C1)C(=O)[O-])(F)F